C(C)(C)(C)OC(=O)N1[C@@H]2[C@@H]([C@@H](C[C@H]1CC2)N(C)C=2N=NC(=CC2)Cl)F (1S,2R,3R,5R)-3-[(6-chloropyridazin-3-yl)(methyl)amino]-2-fluoro-8-azabicyclo[3.2.1]Octane-8-carboxylic acid tert-butyl ester